(R)-methyl 6-(2-(2-(6-(4-(3-((4-methyl-5-(pyrimidin-4-yl)-4H-1,2,4-triazol-3-yl)methylamino)benzamido)chroman-6-yloxy)hexyloxy)ethoxy)ethoxy)hexanoate CN1C(=NN=C1C1=NC=NC=C1)CNC=1C=C(C(=O)N[C@@H]2CCOC3=CC=C(C=C23)OCCCCCCOCCOCCOCCCCCC(=O)OC)C=CC1